2-ethyl-1,2,3,3a,4,6a-hexahydrocyclopenta[c]pyrrole C(C)N1CC2C(C1)CC=C2